1,3-Dibutylbenzimidazolium tetrafluoroborate F[B-](F)(F)F.C(CCC)[N+]1=CN(C2=C1C=CC=C2)CCCC